BrC1=CC=C(C=N1)C=1N(C(C2=C(N1)N(N=C2)C2=CC=C(C=C2)C)=O)CCCl 6-(6-bromopyridin-3-yl)-5-(2-chloroethyl)-1-(p-tolyl)-1,5-dihydro-4H-pyrazolo[3,4-d]pyrimidin-4-one